CC1(COC1)CNC(=O)N1CCN(C2=CC=CC=C12)CC1=NC=CC=C1 N-((3-Methyloxetan-3-yl)methyl)-4-(pyridin-2-ylmethyl)-3,4-dihydroquinoxaline-1(2H)-carboxamide